FC=1C(=C2C(C(=CN(C2=NC1N1CC(C1)C(NC1=NC=C(C=C1)OC)=O)C1=NC=NS1)C(=O)O)=O)C 6-fluoro-7-{3-[(5-methoxypyridin-2-yl)carbamoyl]azetidin-1-yl}-5-methyl-4-oxo-1-(1,2,4-thiadiazol-5-yl)-1,4-dihydro-1,8-naphthyridine-3-carboxylic acid